2-((3-((4-(tert-butoxycarbonyl)phenyl)amino)-3-oxopropyl)(ethyl)amino)thiazole-5-carboxylic acid 4-carbamimidoyl-2-fluorophenyl ester C(N)(=N)C1=CC(=C(C=C1)OC(=O)C1=CN=C(S1)N(CC)CCC(=O)NC1=CC=C(C=C1)C(=O)OC(C)(C)C)F